di(methylstyryl)triphenylene CC(=CC1=CC=CC=C1)C1=C(C=2C3=CC=CC=C3C3=CC=CC=C3C2C=C1)C(=CC1=CC=CC=C1)C